3-((1S,3S)-1-(2,6-difluoro-4-(((R)-1-(3-fluoropropyl)pyrrolidin-3-yl)oxy)phenyl)-3-methyl-1,3,4,9-tetrahydro-2H-pyrido[3,4-b]indol-2-yl)bicyclo[1.1.1]pentane-1-carboxamide FC1=C(C(=CC(=C1)O[C@H]1CN(CC1)CCCF)F)[C@@H]1N([C@H](CC2=C1NC1=CC=CC=C21)C)C21CC(C2)(C1)C(=O)N